IC1=CC=C(C=O)C=C1 4-iodobenzaldehyde